NC1=CC=C2CC(C(N(C2=C1)CC1=CC=CC=C1)=O)C(C)C 7-amino-1-benzyl-3-isopropyl-3,4-dihydroquinolin-2(1H)-one